C(C)(C)(C)OC(=O)N([C@@H](C(=O)O)CC1=C(C=C(C=C1)O)[N+](=O)[O-])C (2R)-2-[(tert-butoxycarbonyl)-methylamino]-3-(4-hydroxy-2-nitrophenyl)propionic acid